6-{8-[(2-cyano-2-methylideneethyl)amino]naphthalen-2-yl}-N-[(3S,4R)-3-fluoro-1-methylpiperidin-4-yl]pyridine-2-carboxamide C(#N)C(CNC=1C=CC=C2C=CC(=CC12)C1=CC=CC(=N1)C(=O)N[C@H]1[C@H](CN(CC1)C)F)=C